5-{2-acetamidoimidazo[1,2-b]pyridazin-6-yl}-N-({2-[(1-hydroxypropan-2-yl)oxy]phenyl}methyl)-2-methoxy-6-methylpyridine-3-carboxamide C(C)(=O)NC=1N=C2N(N=C(C=C2)C=2C=C(C(=NC2C)OC)C(=O)NCC2=C(C=CC=C2)OC(CO)C)C1